(S)-3-amino-4-(5-(3-fluoro-4-phenethyloxyphenyl)-2H-tetrazol-2-yl)butanoic acid hydrochloride Cl.N[C@@H](CC(=O)O)CN1N=C(N=N1)C1=CC(=C(C=C1)OCCC1=CC=CC=C1)F